ClC1=NC(=CC(=N1)NC1CC(CCC1)N)C1=CC=CC=C1 N1-(2-chloro-6-phenylpyrimidin-4-yl)cyclohexane-1,3-diamine